C1(CC1)C([C@@H](C(=O)NC1=NC(=C(C=C1)C=1C(=[N+](C=C(C1)C)[O-])C)F)NC(=O)C=1N(N=CC1)C(F)F)C1CC1 N-[(1S)-1-(dicyclopropylmethyl)-2-[[5-(2,5-dimethyl-1-oxido-pyridin-1-ium-3-yl)-6-fluoro-2-pyridyl]amino]-2-oxo-ethyl]-2-(difluoromethyl)pyrazole-3-carboxamide